C1(CCCCC1)NC(=O)C1=NC(=CN=C1)N1C=NC(=C1)C N-cyclohexyl-6-(4-methyl-1H-imidazol-1-yl)pyrazine-2-carboxamide